FC=1C(=NC=C(C1)C(F)(F)F)N1CCN(CC1)C(=O)C1=C(C=CC(=C1)S(=O)(=O)C)O[C@H](C(F)(F)F)C [4-(3-fluoro-5-trifluoromethylpyridin-2-yl)piperazin-1-yl][5-methylsulfonyl-2-[((S)-2,2,2-trifluoro-1-methylethyl)oxy]phenyl]methanone